2,2'-(3',5'-bis(3-(10-methylphenazin-5(10H)-yl)phenyl)-[1,1':2',1''-terphenyl]-3,3''-diyl)bis(benzo[d]thiazole) CN1C2=CC=CC=C2N(C=2C=CC=CC12)C=1C=C(C=CC1)C1=C(C(=CC(=C1)C1=CC(=CC=C1)N1C=2C=CC=CC2N(C2=CC=CC=C12)C)C1=CC(=CC=C1)C=1SC2=C(N1)C=CC=C2)C2=CC(=CC=C2)C=2SC1=C(N2)C=CC=C1